2-(4-formylphenyl)-2H-indazole-7-carboxamide C(=O)C1=CC=C(C=C1)N1N=C2C(=CC=CC2=C1)C(=O)N